FC=1C(NC(N([C@]2(C[C@H](O)[C@@H](CO)O2)CN)C1)=O)=O 2'-Deoxy-5-FluorouridineMethylamine